{1-[4-(6-Cyclobutoxy-4-methyl-pyridin-2-yl)-2,6-difluoro-phenyl]-pyrrolidin-3-yl}-acetic acid C1(CCC1)OC1=CC(=CC(=N1)C1=CC(=C(C(=C1)F)N1CC(CC1)CC(=O)O)F)C